C(C)(=O)N(C=1SC2=C(C1C(=O)O)C=CC(=C2Cl)O)CC2=C(C=C(C=C2)F)F 2-[acetyl-(2,4-difluorobenzyl)amino]-7-chloro-6-hydroxy-1-benzothiophene-3-carboxylic acid